N-cyclobutyl-1-[[5-[5-(trifluoromethyl)-1,2,4-oxadiazol-3-yl]-2-thienyl]methyl]-1,2,4-triazole-3-carboxamide C1(CCC1)NC(=O)C1=NN(C=N1)CC=1SC(=CC1)C1=NOC(=N1)C(F)(F)F